1-(2,4,6-trihydroxyphenyl)-3-(3'-hydroxy-4'-methoxyphenyl)-1-propanol OC1=C(C(=CC(=C1)O)O)C(CCC1=CC(=C(C=C1)OC)O)O